2'-amino-5-chloro-2,4'-difluoro-6'-(spiro[2.5]octane-6-yl)-N-(2-(trifluoromethyl)pyridin-4-yl)-[1,1'-biphenyl]-4-carboxamide NC1=C(C(=CC(=C1)F)C1CCC2(CC2)CC1)C1=C(C=C(C(=C1)Cl)C(=O)NC1=CC(=NC=C1)C(F)(F)F)F